[N+](=O)([O-])OCCCC (S)-4-(nitrooxy)butane